4-(4-(4-bromophenyl)piperazin-1-yl)benzene-1,2-diamine BrC1=CC=C(C=C1)N1CCN(CC1)C=1C=C(C(=CC1)N)N